methyl 4-amino-1-(1-benzofuran-6-yl)-2-oxo-7-(trifluoromethyl)-1,2-dihydroquinoline-3-carboxylate NC1=C(C(N(C2=CC(=CC=C12)C(F)(F)F)C1=CC2=C(C=CO2)C=C1)=O)C(=O)OC